3-butyl-3-ethyl-8-(hydroxymethyl)-7-methoxy-5-phenyl-2,3,4,5-tetrahydro-1,5-benzothiazepine 1,1-dioxide C(CCC)C1(CS(C2=C(N(C1)C1=CC=CC=C1)C=C(C(=C2)CO)OC)(=O)=O)CC